N-(3-(4-bromophenyl)-4-cyclobutyl-1-methyl-1H-pyrazol-5-yl)-3,3-dimethylbutyramide BrC1=CC=C(C=C1)C1=NN(C(=C1C1CCC1)NC(CC(C)(C)C)=O)C